7-(4-fluorobenzyl)-3-methyl-2,3-dihydro-1H-pyrido[2,3-b][1,4]oxazine FC1=CC=C(CC2=CC3=C(OC(CN3)C)N=C2)C=C1